2,2',2''-(10-(1-amino-19-carboxy-16-oxo-3,6,9,12-tetraoxa-15-azanonadecan-19-yl)-1,4,7,10-tetraazacyclododecane-1,4,7-triyl)triacetic acid NCCOCCOCCOCCOCCNC(CCC(C(=O)O)N1CCN(CCN(CCN(CC1)CC(=O)O)CC(=O)O)CC(=O)O)=O